FC=1C=CC(=C(CNC2=CC=C3C(=NNC3=C2)C(=O)NC)C1)OC 6-((5-fluoro-2-methoxybenzyl)amino)-N-methyl-1H-indazole-3-carboxamide